(2-(4-(1-acetyl-2-methyl-1,2,3,4-tetrahydroquinolin-6-yl)benzamido)ethyl)-6-bromo-8-morpholinoimidazo[1,2-a]pyrazine-2-carboxamide C(C)(=O)N1C(CCC2=CC(=CC=C12)C1=CC=C(C(=O)NCCC2=C(N=C3N2C=C(N=C3N3CCOCC3)Br)C(=O)N)C=C1)C